C(CCCCC(C)C)[Al](CCCCCC(C)C)CCCCCC(C)C tri-isooctylaluminium